2-Amino-N-{1-[8-chloro-3-methyl-5-(1-methyl-1H-pyrazol-4-yl)imidazo[1,5-a]pyridin-6-yl]ethyl}pyrazolo[1,5-a]pyrimidine-3-carboxamide trifluoroacetate salt FC(C(=O)O)(F)F.NC1=NN2C(N=CC=C2)=C1C(=O)NC(C)C=1C=C(C=2N(C1C=1C=NN(C1)C)C(=NC2)C)Cl